7-Benzyl-3-(4-chlorobenzyl)-9,9-difluoro-2,3,6,7,8,9-hexahydroimidazo[1,2-a]pyrido[3,4-e]pyrimidin-5(1H)-one C(C1=CC=CC=C1)N1CC=2C(N=C3N(C2C(C1)(F)F)CCN3CC3=CC=C(C=C3)Cl)=O